BrC=1C(=NNC1C(F)F)CN(C(=O)NC1=CC(=C(C=C1)F)Cl)C=1C=NC(=NC1)OC ((4-Bromo-5-(difluoromethyl)-1H-pyrazol-3-yl)methyl)-3-(3-chloro-4-fluorophenyl)-1-(2-methoxypyrimidin-5-yl)urea